ClC1=CC2=C(N=C(S2)C23CC(C2)(C3)NC(=O)N3N=C(C=C3)C3(CC3)S(=O)(=O)C)C=C1 N-[3-(6-chloro-1,3-benzothiazol-2-yl)-1-bicyclo[1.1.1]pentanyl]-3-(1-methylsulfonylcyclopropyl)pyrazole-1-carboxamide